C(C)(C)(C)OC(=O)\N=C(/N1[C@@H](CCC1)C1=NC(=NO1)C1=CN(C2=CC=CC=C12)CCCCCCCCCCCC)\NC(OC(C)(C)C)=O Tert-butyl (S,Z)-(((tert-butoxycarbonyl)imino)(2-(3-(1-dodecyl-1H-indol-3-yl)-1,2,4-oxadiazol-5-yl)pyrrolidin-1-yl)methyl)carbamate